COC=1C=C(COC2=CC=C3C(=N2)SC(=N3)C=CCC)C=CC1OC 4-(5-((3,4-dimethoxybenzyl)oxy)thiazolo[5,4-b]pyridin-2-yl)but-3-ene